4,6,7,8-tetrahydro-3H-9-oxa-2-thia-4-azabenzo[cd]azulen-3-one C=1SC2=C3C(CCCOC13)=CNC2=O